Ethyl ((4-cyclopropyl-6-((3'-(4-cyclopropyl-5-(dimethoxymethyl)picolinamido)-2,2'-dimethyl-[1,1'-biphenyl]-3-yl)carbamoyl)pyridin-3-yl)methyl)-D-serinate C1(CC1)C1=C(C=NC(=C1)C(NC=1C(=C(C=CC1)C1=C(C(=CC=C1)NC(C1=NC=C(C(=C1)C1CC1)C(OC)OC)=O)C)C)=O)CN[C@H](CO)C(=O)OCC